BrC=1C(=C(NC2=NC=NC3=CC(=C(C=C23)OC(C(C)(C)C)=O)O)C=CC1)F 2,2-dimethyl-propionic acid 4-(3-bromo-2-fluoroanilino)-7-hydroxyquinazolin-6-yl ester